CC(COC)(COC)CCC 2-methyl-2-n-propyl-1,3-dimethoxypropane